COC(=O)C1=NC(=CC=C1)NC 6-(methylamino)pyridine-2-carboxylic acid methyl ester